ClC1=C(OC(C(C(C)(C)C)O)N2N=CN=C2)C=CC=C1 1-(r-chlorophenoxy)-3,3-dimethyl-1-(1H-1,2,4-triazol-1-yl)butan-2-ol